N2-[4-[(dimethylamino)methyl]phenyl]-N4-[2-(6-methyl-2-pyridyl)pyrimidin-4-yl]pyrimidine-2,4-diamine CN(C)CC1=CC=C(C=C1)NC1=NC=CC(=N1)NC1=NC(=NC=C1)C1=NC(=CC=C1)C